[Na].[Na].OC=C (1-hydroxyethylene) disodium